BrC1=CSC2=CN=CC=C21 3-bromothieno[2,3-c]-pyridine